CO[Si](CCCN(CCC[Si](OC)(OC)OC)CCC[Si](OC)(OC)OC)(OC)OC tris(3-trimethoxysilylpropyl)amine